ClC1=CC=C(C=C1)[C@@H]1[C@@H](O[C@H](C(N1[C@H](CCC)C(=O)N1CCN(CC1)C)=O)CC1=CC=C(C=C1)F)C1=CC=C(C=C1)Cl (2S,5R,6S)-5,6-bis(4-chlorophenyl)-2-(4-fluorobenzyl)-4-((1R)-1-((4-methyl-1-piperazinyl)carbonyl)butyl)-3-morpholinone